6-(4-((2R,6S)-4-acryloyl-6-((R)-1-hydroxyethyl)morpholin-2-yl)-6-chloropyridin-2-yl)-N-methylpyrimidine C(C=C)(=O)N1C[C@H](O[C@@H](C1)[C@@H](C)O)C1=CC(=NC(=C1)Cl)C1=CC=NCN1C